Methyl 6-(3-fluoroazetidin-1-yl)-1-benzofuran-2-carboxylate FC1CN(C1)C1=CC2=C(C=C(O2)C(=O)OC)C=C1